C(C(=C)C)(=O)OCCC[SiH2]C(O[Si](C)(C)C)O[Si](C)(C)C (3-methacryloxypropyl)bis(trimethylsiloxy)methylsilane